(3E)-3,13-octadecadienyloxymethyl ether C(C\C=C\CCCCCCCCC=CCCCC)OCOCOCC\C=C\CCCCCCCCC=CCCCC